methyl 3-bromo-5-fluoropicolinate BrC=1C(=NC=C(C1)F)C(=O)OC